(15S)-4,4,9-trifluoro-15-hydroxy-13-oxa-2,17,21,22,25-pentaazapentacyclo[17.5.2.02,6.07,12.022,26]hexacosa-1(25),7(12),8,10,19(26),20,23-heptaen-18-one FC1(CN2C=3C=CN4N=CC(C(NC[C@@H](COC=5C=CC(=CC5C2C1)F)O)=O)=C4N3)F